C(C)(C)(C)OC(=O)N1CCC(CC1)NC=1C2=C(N=CN1)C=CC(=N2)Cl 4-((6-chloropyrido[3,2-d]pyrimidin-4-yl)amino)piperidine-1-carboxylic acid tert-butyl ester